O=C1CC[C@H](N1)C(=O)OCCCC(=O)C1=CC=C(C=C1)OC 4-(4-Methoxyphenyl)-4-oxobutyl (S)-5-oxopyrrolidine-2-carboxylate